CS(=O)(=O)OC1=CC(=CC=C1)C1(OCCO1)C.[Na] Sodium (3-(2-methyl-1,3-dioxolan-2-yl) phenyl) methylsulfonate